CC1=CC=CC=2OC3=CC(=CC=C3C(C12)NC(=O)C=1C(NC(=C(C1)CO)C(F)(F)F)=O)C N-(1,6-dimethyl-9H-xanthen-9-yl)-5-(hydroxymethyl)-2-oxo-6-(trifluoromethyl)-1,2-dihydropyridine-3-carboxamide